C[C@@H]1CN(C(=CC1)C1=CC=C2CCN(CC2=C1)C)C(=O)OC(C)(C)C |r| tert-butyl rac-(3S)-3-methyl-6-(2-methyl-3,4-dihydro-1H-isoquinolin-7-yl)-3,4-dihydro-2H-pyridine-1-carboxylate